7-(4-chloro-3,5-difluorophenyl)-5-isobutyl-5,6,7,8-tetrahydro-2,7-naphthyridine-3-carboxylic acid ClC1=C(C=C(C=C1F)N1CC(C=2C=C(N=CC2C1)C(=O)O)CC(C)C)F